OC1=C(C(=CC(=C1)CO)OC)C(C=CC1=CC=C(C=C1)C)=O 1-[2-Hydroxy-4-(hydroxymethyl)-6-methoxyphenyl]-3-(4-methylphenyl)prop-2-en-1-one